C(C)N1C(=NNC1=O)COC1OCCCC1 4-Ethyl-3-(tetrahydropyran-2-yloxymethyl)-1H-1,2,4-triazol-5-one